5,10-bis(4-aminophenyl)-15,20-diphenylporphyrin NC1=CC=C(C=C1)C=1C2=CC=C(N2)C(=C2C=CC(C(=C3C=CC(=C(C=4C=CC1N4)C4=CC=C(C=C4)N)N3)C3=CC=CC=C3)=N2)C2=CC=CC=C2